laurylaminoacetate C(CCCCCCCCCCC)NCC(=O)[O-]